4-Carbamoyl-4-{1-oxo-4-[4-(4-phenyl-piperazine-1-sulfonyl)-benzyloxy]-1,3-dihydro-isoindol-2-yl}-butyric acid methyl ester COC(CCC(N1C(C2=CC=CC(=C2C1)OCC1=CC=C(C=C1)S(=O)(=O)N1CCN(CC1)C1=CC=CC=C1)=O)C(N)=O)=O